6-[5-[(1S)-1-[[6-chloro-8-(trifluoro-methyl)quinazolin-4-yl]amino]ethyl]-1,2,4-triazol-1-yl]-2-methyl-pyridazin-3-one ClC=1C=C2C(=NC=NC2=C(C1)C(F)(F)F)N[C@@H](C)C1=NC=NN1C=1C=CC(N(N1)C)=O